C(=O)NNC(=O)C1=NC=C(N=C1)N1CC(CC(C1)COC=1C(=NC=CC1)C(F)(F)F)C N'-formyl-5-[3-methyl-5-({[2-(trifluoromethyl)pyridin-3-yl]oxy}methyl)piperidin-1-yl]pyrazine-2-carbohydrazide